FC(N1C2=C(C=3C=CC(=CC13)C=1C=CC(=NC1)N1CCC(CC1)CCN1CCN(CC1)C=1C=C3CN(C(C3=CC1)=O)C1C(NC(CC1)=O)=O)C=NC=C2)F 3-(5-(4-(2-(1-(5-(5-(difluoromethyl)-5H-pyrido[4,3-b]indol-7-yl)pyridin-2-yl)piperidin-4-yl)ethyl)piperazin-1-yl)-1-oxoisoindolin-2-yl)piperidine-2,6-dione